OC=1C=C(C=CC1O)/C=C/C(=O)NCCC1=CC=C(C=C1)OC=1SC=CC1 (E)-3-(3,4-dihydroxyphenyl)-N-(4-(thiophen-2-yloxy)phenethyl)acrylamide